C1(CCCCCC1)NC(COC1=CC=C2C=CC(=CC2=C1)C(CC(=O)OC)C1=CC(=CC=C1)OC)=O Methyl 3-(7-(2-(cycloheptylamino)-2-oxoethoxy)naphthalen-2-yl)-3-(3-methoxyphenyl)propanoate